C(C)OC(=O)C1=CC=CC1 cyclopentadiene-4-carboxylic acid ethyl ester